FC1=C2C(=C(NC2=C(C=C1)F)C1=CC=C(C=C1)F)C=CC(=O)N[C@@H]1C(OCC1)=O 3-[4,7-difluoro-2-(4-fluorophenyl)-1H-indol-3-yl]-N-[(3S)-2-oxotetrahydro-furan-3-yl]acrylamide